N1CC(CCC1)N piperidin-3-amin